Pyrido[2,3-d]pyrimidine-3(2H)-acetamide N=1CN(C=C2C1N=CC=C2)CC(=O)N